2-(5-([2,2'-bithiophene]-5-yl)-3-(9,9-dimethyl-9h-fluoren-3-yl)-4,5-dihydro-1h-pyrazolyl)benzothiadiazole S1C(=CC=C1C1CC(=NN1N1SC2=C(N1)C=CC=C2)C=2C=CC=1C(C3=CC=CC=C3C1C2)(C)C)C=2SC=CC2